BrC1=C(C(=C(C=C1)C)[N+](=O)[O-])C 1-Bromo-2,4-dimethyl-3-nitrobenzene